3-(trifluoromethyl)-1H-pyrazole-4-carbaldehyde FC(C1=NNC=C1C=O)(F)F